((1r,3s,4r)-quinuclidin-3-yl)-5-(trifluoromethyl)-3-azabicyclo[3.1.0]hexane-1-carboxamide N12C[C@H](C(CC1)CC2)C2C1(CC1(CN2)C(F)(F)F)C(=O)N